2-(3-allyl-2-hydroxy-5-methyl-phenyl)-2H-benzotriazole C(C=C)C=1C(=C(C=C(C1)C)N1N=C2C(=N1)C=CC=C2)O